racemic-(2,2-difluoro-1-(5-methoxypyridin-3-yl)ethyl)glycine trifluoroacetate salt FC(C(=O)O)(F)F.FC([C@@H](C=1C=NC=C(C1)OC)NCC(=O)O)F |r|